FC([C@@H]1C[C@@H](CCC1)NC(=O)NCC1=CC(=NC=C1)CC(F)(F)F)(F)F |r| 1-[rac-(1R,3S)-3-(trifluoromethyl)cyclohexyl]-3-[[2-(2,2,2-trifluoroethyl)pyridin-4-yl]methyl]urea